1H-1,2,4-triazole-5-carbonitrile N1N=CN=C1C#N